3-(4-fluoro-3-(trifluoromethyl)phenoxy)cyclobutan-1-amine FC1=C(C=C(OC2CC(C2)N)C=C1)C(F)(F)F